OC(C(=O)NC(C(NC1=CC=C(C=C1)[Si](C)(C)C)=O)C1=CC=C(C=C1)OC)CO 2,3-dihydroxy-N-(1-(4-methoxyphenyl)-2-oxo-2-((4-(trimethylsilyl)phenyl)amino)ethyl)propanamide